tert-Butyl (1R,3R)-3-hydroxy-1-{[(R)-2-methylpropane-2-sulfinyl]amino}-8-azaspiro[4.5]decane-8-carboxylate O[C@H]1C[C@H](C2(C1)CCN(CC2)C(=O)OC(C)(C)C)N[S@](=O)C(C)(C)C